5-amino-N-(cyclopropylmethyl)-2-(pyridin-4-yl)benzamide NC=1C=CC(=C(C(=O)NCC2CC2)C1)C1=CC=NC=C1